5-ethynyl-6-fluoro-4-(8-fluoro-4-((1S,7S,8S)-8-fluoro-5-oxa-2-azabicyclo[5.1.0]octan-2-yl)-2-(((S)-1-methylpyrrolidin-2-yl)methoxy)pyrido[4,3-d]pyrimidin-7-yl)naphthalen-2-ol C(#C)C1=C2C(=CC(=CC2=CC=C1F)O)C1=C(C=2N=C(N=C(C2C=N1)N1[C@@H]2[C@H]([C@@H]2COCC1)F)OC[C@H]1N(CCC1)C)F